N1=CC=C(C=C1)C1=CC=CC=2C(OCCCC21)CNC(OC(C)(C)C)=O tert-Butyl ((6-(pyridin-4-yl)-1,3,4,5-tetrahydrobenzo[c]oxepin-1-yl)methyl)carbamate